(e)-2-(2-(azetidin-3-ylidene)3-methylbutyl)isoindoline-1,3-dione N1CC(C1)=C(CN1C(C2=CC=CC=C2C1=O)=O)C(C)C